ClC=1C(=NC=CC1)C=1C(=NNC1)C1=NC2=C(C(O1)=O)C=CC=C2C 2-(3-chloro-2-pyridyl-pyrazol-3-yl)-8-methyl-3,1-benzoxazin-4-one